O=C1NC(CCC1C1=C(C=C(C=C1F)N1CC(C1)OC(=O)N1CCCCC1)F)=O.BrC=1C=C(C(=O)N[C@@H](C=2NC3=CC=CC=C3C2)C2=C(C=CC(=C2)F)OC)C=CC1 (R)-3-bromo-N-((5-fluoro-2-methoxyphenyl)(1H-indol-2-yl)methyl)benzamide 1-(4-(2,6-dioxopiperidin-3-yl)-3,5-difluorophenyl)azetidin-3-yl-piperidine-1-carboxylate